(R,E)-3-(4-chlorophenyl)-N'-((4-chlorophenyl)sulfonyl)-N-(2-((4-methylpiperazin-1-yl)sulfonyl)ethyl)-4-phenyl-4,5-dihydro-1H-pyrazole-1-carboximidamide ClC1=CC=C(C=C1)C1=NN(C[C@H]1C1=CC=CC=C1)/C(/NCCS(=O)(=O)N1CCN(CC1)C)=N/S(=O)(=O)C1=CC=C(C=C1)Cl